7-Butoxydodecane-1-ol C(CCC)OC(CCCCCCO)CCCCC